ClC=1C(N(C(=CC1OCC1=NC=C(C=C1F)F)C)C1=CC(=NC=C1C)N1C(C(=CC=C1)C(C)O)=O)=O 3''-chloro-4''-((3,5-difluoropyridin-2-yl)methoxy)-3-(1-hydroxyethyl)-5',6''-dimethyl-2H,2''H-[1,2':4',1''-terpyridine]-2,2''-dione